2-(isobutoxyethylphosphinyl)-acetic acid isobutyl ester C(C(C)C)OC(CP(=O)CCOCC(C)C)=O